4-((5-(1-(2,2-Difluoroethyl)-2-methyl-1H-imidazo[4,5-b]pyridin-6-yl)-4-methoxypyrrolo[2,1-f][1,2,4]triazin-2-yl)amino)-1-methylcyclohexan-1-ol FC(CN1C(=NC2=NC=C(C=C21)C=2C=CN1N=C(N=C(C12)OC)NC1CCC(CC1)(O)C)C)F